N1(CCC1)C(CN1C(C2=C(C=C1)SC=C2C2=CC(=C(C=C2)F)Cl)=O)=O 5-(2-(azetidin-1-yl)-2-oxoethyl)-3-(3-chloro-4-fluorophenyl)thieno[3,2-c]pyridin-4(5H)-one